[K].C1(CC1)CN1CC(CCC1)S(=O)(=O)NC(NC1=C2CCCC2=CC=2CCCC12)=O 1-(Cyclopropylmethyl)-N-((1,2,3,5,6,7-hexahydro-s-indacen-4-yl)carbamoyl)piperidine-3-sulfonamide, Potassium Salt